[N+](=O)([O-])[O-].[Cd+2].[N+](=O)([O-])[O-] Cadmium nitrat